iso-propanol-d7 C(C([2H])([2H])[2H])(C([2H])([2H])[2H])(O)[2H]